C(C)O[Si](CCCCCCCCCCCCCC)(OCC)OCC triethoxy(tetradecyl)silane